rubidium 2,2-dihydroxymethylpropionate OCC(C(=O)[O-])(C)CO.[Rb+]